6-{4-[(1-{[4-(propan-2-yl)phenyl]carbamoyl}-DL-prolyl)amino]phenyl}pyridine-2-carboxylic acid CC(C)C1=CC=C(C=C1)NC(=O)N1[C@@H](CCC1)C(=O)NC1=CC=C(C=C1)C1=CC=CC(=N1)C(=O)O |r|